FC(OC1=NC(=CC=C1NC(N(C1CCC(CC1)=O)C1=C(C=CC=C1)C(C)C)=O)OC)F 3-(2-(difluoromethoxy)-6-methoxypyridin-3-yl)-1-(2-isopropylphenyl)-1-(4-oxocyclohexyl)urea